NC1=C2N=C(N(C2=NC(=N1)F)CC=1C=CC(=C(CN(C(OC(C)(C)C)=O)C2=CC(=CC=C2)CO)C1)Br)Br tert-butyl (5-((6-amino-8-bromo-2-fluoro-9H-purin-9-yl)methyl)-2-bromobenzyl)(3-(hydroxymethyl)phenyl)carbamate